1-Myristoyl-2-arachidonoyl-sn-glycero-3-phosphocholine C(CCCCCCCCCCCCC)(=O)OC[C@@H](OC(CCC\C=C/C\C=C/C\C=C/C\C=C/CCCCC)=O)COP(=O)([O-])OCC[N+](C)(C)C